C(C1=CC=CC=C1)OC=1C(=CC(=NC1)OC1=C(C=C(C=C1Cl)N1N=C(C(NC1=O)=O)C(F)F)Cl)S(=O)(=O)NC1CC(C1)C#N 5-benzyloxy-N-(3-cyanocyclobutyl)-2-[2,6-dichloro-4-[6-(difluoromethyl)-3,5-dioxo-1,2,4-triazin-2-yl]phenoxy]pyridine-4-sulfonamide